CN1CCC(CC1)CN1C(=NC2=C1CNC2)C=2C=C1C=NNC1=CC2 5-(((1-Methylpiperidin-4-yl)methyl)-1,4,5,6-Tetrahydropyrrolo[3,4-d]imidazol-2-yl)-1H-Indazol